CN(C)CC1=NC=CC(=C1)N(CC1=CC=C(C=C1)N1CCOCC1)CC1=CC(=CC=C1)OC 2-((dimethylamino)methyl)-N-(3-methoxybenzyl)-N-(4-morpholinophenylmethyl)pyridin-4-amine